Natrium vinylsulfonat C(=C)S(=O)(=O)[O-].[Na+]